(3R,4S)-1-((2,4-dichlorophenyl)sulfonyl)-3-(hydroxymethyl)-4-((2-(trifluoromethyl)pyrimidin-5-yl)sulfonyl)pyrrolidin-3-ol ClC1=C(C=CC(=C1)Cl)S(=O)(=O)N1C[C@@]([C@H](C1)S(=O)(=O)C=1C=NC(=NC1)C(F)(F)F)(O)CO